COC(=O)C1=NC=C(C=N1)C=1C=C2C(=CN(C2=CC1)CC(=O)N1[C@@H](C[C@H](C1)F)C(NC=1C(=C(C=CC1)C1=C(C=CC=C1)Cl)F)=O)C(C)=O methyl-5-(3-acetyl-1-(2-((2S,4R)-2-(2'-chloro-2-fluorobiphenyl-3-ylcarbamoyl)-4-fluoropyrrolidin-1-yl)-2-oxoethyl)-1H-indol-5-yl)pyrimidine-2-carboxylate